2-[[(1R)-1-(hydroxymethyl)-3-methyl-butyl]amino]-1,4-dihydroimidazol-5-one OC[C@@H](CC(C)C)NC=1NC(CN1)=O